CN(CCOC=1C=C(C(=O)NC2=CC(=CC=C2)C2=CC3=C(N(C=N3)C)C=C2C(F)(F)F)C=CC1[N+](=O)[O-])C 3-(2-(dimethylamino)ethoxy)-N-(3-(1-methyl-6-(trifluoromethyl)-1H-benzo[d]imidazol-5-yl)phenyl)-4-nitrobenzamide